3,4-dimethoxybenzenesulfonyl fluoride COC=1C=C(C=CC1OC)S(=O)(=O)F